F[B-](F)(F)F.CN(/C=C(\C=[N+](C)C)/C=1C2=C(N=CN1)NC=C2)C (E)-N-(3-(dimethylamino)-2-(7H-pyrrolo[2,3-d]pyrimidin-4-yl)allylidene)-N-methyl-methylammonium tetrafluoroborate